CS(=O)(=O)C1=CC(=C(C(=O)NC(=N)N)C=C1S(=O)(=O)C)C N-(4,5-BISMETHANESULFONYL-2-METHYLBENZOYL)-GUANIDIN